C(C)OC1=C(C=C2C(=NC=NC2=C1)C=1C(=NN(C1)C)C1=CC=CC=C1)N1[C@H](CNCC1)C (S)-7-ethoxy-4-(1-methyl-3-phenyl-1H-pyrazol-4-yl)-6-(2-methylpiperazin-1-yl)quinazoline